OCCN1C(CCC1=O)=O N-(2-hydroxy-ethyl)-succinimide